(phenylthio)piperidine hydrochloride Cl.C1(=CC=CC=C1)SN1CCCCC1